CN1N=C(C=C1N1C([C@@H]2N(CCNC2)CC1)=O)C1=CC=CC=C1 (R)-8-(1-Methyl-3-phenyl-1H-pyrazol-5-yl)-9-oxooctahydro-2H-pyrazino[1,2-a]pyrazin